3-tert-butylphenylmagnesium bromide C(C)(C)(C)C=1C=C(C=CC1)[Mg]Br